NCC1=CC=C(C=C1)NC(=O)C1=CC2=C(OCCC3=C2SC=C3)C=C1C=1C(=NC(=CC1)C(NCCCO)=O)C(=O)O 3-(9-((4-(aminomethyl)phenyl)carbamoyl)-4,5-dihydrobenzo[b]thieno[2,3-d]oxepin-8-yl)-6-((3-hydroxypropyl)carbamoyl)picolinic acid